C(C)N1CC2(CN(C2)C=2C=NC(=CC2)[N+](=O)[O-])C1 6-Ethyl-2-(6-nitropyridin-3-yl)-2,6-diazaspiro[3.3]Heptane